monon-butyl-fumaric acid C(CCC)/C(/C(=O)O)=C\C(=O)O